C(C)N(C([S-])=S)CC.C(C)N(C([S-])=S)CC.C(C)N(C([S-])=S)CC.C(C)N(C([S-])=S)CC.[Mo+4] molybdenum tetra(diethyldithiocarbamate)